CC=1C(=CN(C(C1C)=O)CCC)C1=CC=C(CN2C[C@H]([C@@H](CC2)OC2CCN(CC2)C(=O)C=2C=C(C=CC2)N2C(NC(CC2)=O)=O)F)C=C1 1-(3-(4-(((3R,4R)-1-(4-(4,5-dimethyl-6-oxo-1-propyl-1,6-dihydropyridin-3-yl)benzyl)-3-fluoropiperidin-4-yl)oxy)piperidine-1-carbonyl)phenyl)dihydropyrimidine-2,4(1H,3H)-dione